2,4-diamino-6-sulfanylpyrimidine NC1=NC(=CC(=N1)N)S